3-hydroxyacetophenone CC(=O)C1C=CC=C(O)C=1